pyridine-3,5-diol N1=CC(=CC(=C1)O)O